phosphorus bromooxide BrOBr.[P]